(ethyl(methyl)amino)pyrrolidine-1-carboxylate C(C)N(C)C1N(CCC1)C(=O)[O-]